ClC1=C(C=C(C=C1)B(O)O)C(F)(F)F [4-chloro-3-(tri-fluoromethyl)phenyl]boronic acid